tert-butyl ((5R)-9-fluoro-6-methyl-5,6-dihydro-4H-pyrrolo[3,2,1-ij]quinolin-5-yl)(methyl)carbamate FC1=CC=C2C([C@H](CN3C2=C1C=C3)N(C(OC(C)(C)C)=O)C)C